BrC(C(=O)OCCO)(C)C hydroxyethyl α-bromoisobutyrate